N-(2-((1R,4R)-2-oxa-5-azabicyclo[2.2.1]heptane-5-yl)-5-((6-((R)-3-(3,5-difluorophenyl)isoxazolidine-2-yl)pyrimidine-4-yl)amino)-4-methoxyphenyl)acrylamide [C@H]12OC[C@H](N(C1)C1=C(C=C(C(=C1)OC)NC1=NC=NC(=C1)N1OCC[C@@H]1C1=CC(=CC(=C1)F)F)NC(C=C)=O)C2